N-(3-(5-chloro-2-methoxyphenyl)-1-(oxetan-3-yl)-1H-pyrazol-4-yl)pyrazolo[1,5-a]pyrimidine-3-carboxamide ClC=1C=CC(=C(C1)C1=NN(C=C1NC(=O)C=1C=NN2C1N=CC=C2)C2COC2)OC